(dimethylamino) butyl-4-fluoro-2-nitrobenzoate C(CCC)C=1C(=C(C(=O)ON(C)C)C=CC1F)[N+](=O)[O-]